C(CCCCCCCCCC=C)(=O)O 11-Dodecenoic acid